1-[1-(3-chloro-4-fluorophenyl)-1H-1,2,4-triazol-5-yl]methanamine ClC=1C=C(C=CC1F)N1N=CN=C1CN